FC1=CC=C(OC2=C3C(=NC=C2)NC=C3C3=CC(=NC=N3)N)C=C1 6-(4-(4-fluorophenoxy)-1H-pyrrolo[2,3-b]pyridin-3-yl)pyrimidin-4-amine